(2-((1-(3-methylbut-2-enoyl)azetidin-3-yl)oxy)ethyl)pyrido[2,3-d]pyrimidin-7(8H)-one CC(=CC(=O)N1CC(C1)OCCC=1N=CC2=C(N1)NC(C=C2)=O)C